ClC1=NC=CC(=N1)C1=CN=C2N1N=C(C(=C2)OC)C(C)(C)O 2-(3-(2-chloropyrimidin-4-yl)-7-methoxyimidazo[1,2-b]pyridazin-6-yl)propan-2-ol